tert-butyl 2-(2-(2-fluoro-5-(2-(5-methyl-4-(1-(2-nitrophenylsulfonyl)indolin-5-yl)thiazol-2-ylamino)-2-oxoethyl)phenoxy)ethoxy)ethylcarbamate FC1=C(OCCOCCNC(OC(C)(C)C)=O)C=C(C=C1)CC(=O)NC=1SC(=C(N1)C=1C=C2CCN(C2=CC1)S(=O)(=O)C1=C(C=CC=C1)[N+](=O)[O-])C